6-fluoro-5-(5-((6-fluoro-4-oxo-4,5-dihydrofuro[2,3-c]quinolin-7-yl)methyl)-5,6-dihydropyrrolo[3,4-c]pyrazol-2(4H)-yl)-N-methylpicolinamide FC1=C(C=CC(=N1)C(=O)NC)N1N=C2C(=C1)CN(C2)CC=2C=CC=1C3=C(C(NC1C2F)=O)OC=C3